2-(2-ethoxy-5-fluorophenyl)oxirane tert-butyl-(2R,3S)-2-(hydroxymethyl)-3-methylazetidine-1-carboxylate C(C)(C)(C)OC(=O)N1[C@H]([C@H](C1)C)CO.C(C)OC1=C(C=C(C=C1)F)C1OC1